C(C)OC([O-])[O-] Ethylorthoformat